3-(4-amino-2-fluorophenyl)propanenitrile NC1=CC(=C(C=C1)CCC#N)F